FC(C(=O)O)(F)F.NC=1C=C(N(C1)C)C(=O)NC1=CC=C(C=C1)NC([C@H](C)NC([C@H](C(C)C)NC(OCC=C)=O)=O)=O allyl ((S)-1-(((S)-1-((4-(4-amino-1-methyl-1H-pyrrole-2-carboxamido)phenyl)amino)-1-oxopropan-2-yl)amino)-3-methyl-1-oxobutan-2-yl)carbamate trifluoroacetate